C(C)(C)(C)C1=CC=C(C(=O)C2=CC=C(C=C2)SC2=CC=C(C=C2)C(C2=CC=C(C=C2)C(C)(C)C)=O)C=C1 4-(4-tert-butylbenzoyl)phenylsulfide